N[C@](CN1CC(C1)OC1=C(C2=C([C@H]3[C@@H](B(O2)O)C3)C=C1)C(=O)O)(C)C(=O)O (1aS,7bR)-5-({1-[(2S)-2-amino-2-carboxypropyl]azetidin-3-yl}oxy)-2-hydroxy-1,1a,2,7b-tetrahydrocyclopropa[c][1,2]benzoxaborinine-4-carboxylic acid